11-hydroxy-1,2,4a,5-tetrahydropyrazino[1',2':4,5][1,4]oxazino[3,2-g]quinazolin-3(4H)-carboxylic acid tert-butyl ester C(C)(C)(C)OC(=O)N1CC2N(C3=CC=4C(=NC=NC4C=C3OC2)O)CC1